3-nitro-N-(1-phenylpropyl)benzamide [N+](=O)([O-])C=1C=C(C(=O)NC(CC)C2=CC=CC=C2)C=CC1